ClCC(=O)N(CCCCCCCCCC)CCCCCCCCCC 2-chloro-N,N-didecylacetamide